butyl cyclobutane-1-carboxylate C1(CCC1)C(=O)OCCCC